(S)-N-(6-(4-(1-naphthoyl)piperazin-1-yl)-5-(2-(3-fluorophenyl)acetamido)-6-oxohexyl)acrylamide C1(=CC=CC2=CC=CC=C12)C(=O)N1CCN(CC1)C([C@H](CCCCNC(C=C)=O)NC(CC1=CC(=CC=C1)F)=O)=O